COC([C@@H](N1C(CCC1)=O)CC)=O (S)-alpha-ethyl-2-oxo-1-pyrrolidineacetic acid methyl ester